COCOC=1C=CC2=CC=CC=C2C1C(F)(F)F 3-(methoxymethoxy)-4-(trifluoromethyl)naphthalen